tert-butyl 3-cyano-4-fluoro-3-hydroxypiperidine-1-carboxylate C(#N)C1(CN(CCC1F)C(=O)OC(C)(C)C)O